2,5-Dioxopyrrolidin-1-yl N-[4-(11,12-didehydrodibenzo[b,f]azocin-5(6H)-yl)-4-oxobutanoyl]glycylglycyl-L-prolyl-L-leucinate C1=CC=CC=2N(CC3=C(C#CC21)C=CC=C3)C(CCC(=O)NCC(=O)NCC(=O)N3[C@@H](CCC3)C(=O)N[C@@H](CC(C)C)C(=O)ON3C(CCC3=O)=O)=O